3-(3,3-difluorocyclobutyl)-5-(4-isopropylpiperidin-4-yl)-1,2,4-oxadiazole hydrochloride Cl.FC1(CC(C1)C1=NOC(=N1)C1(CCNCC1)C(C)C)F